BrC1=CC(=C(CN2C=C(C3=CC=CC=C23)C=2C=C(C(=O)NN)C=CC2)C=C1)Cl 3-(1-(4-bromo-2-chlorobenzyl)-1H-indol-3-yl)benzoyl-hydrazine